2-(9-(4-hydroxybutyl)-3,9-diazaspiro[5.5]undecan-3-yl)propane-1,3-diyl bis(2-octyldecanoate) C(CCCCCCC)C(C(=O)OCC(COC(C(CCCCCCCC)CCCCCCCC)=O)N1CCC2(CC1)CCN(CC2)CCCCO)CCCCCCCC